tert-butyl 6-(7-toluenesulfonyl-7H-pyrrolo[2,3-d]pyrimidin-4-yl)-1,6-diazaspiro[3.5]nonane-1-carboxylate C(C1=CC=CC=C1)S(=O)(=O)N1C=CC2=C1N=CN=C2N2CC1(CCN1C(=O)OC(C)(C)C)CCC2